The molecule is a phosphorus oxoanion resulting from the removal of a proton from the hydroxy group of phosphinic acid. It is a phosphorus oxoanion and a monovalent inorganic anion. It is a conjugate base of a phosphinic acid. OP=O